(E)-1-(4-amino-1,2,5-oxadiazol-3-yl)-N'-(thiophen-3-ylmethylene)-1H-1,2,3-triazole-4-carbohydrazide NC=1C(=NON1)N1N=NC(=C1)C(=O)N/N=C/C1=CSC=C1